1-Cyanato-2-tert-butylbenzol O(C#N)C1=C(C=CC=C1)C(C)(C)C